4-O-benzyl-6-O-tert-butyldiphenylsilyl-D-glucal C(C1=CC=CC=C1)O[C@H]1[C@@H](C=CO[C@@H]1CO[Si](C1=CC=CC=C1)(C1=CC=CC=C1)C(C)(C)C)O